O=C1CC(CN1)(C(=O)OC)C1=CC=CC=C1 methyl 5-oxo-3-phenylpyrrolidine-3-carboxylate